O1C(CNCCC1)C[N+]1=NOC(=C1)[N-]C(NC1=CC(=CC(=C1)C(F)(F)F)NC(CC1=CC=CC=C1)=O)=O (3-((1,4-Oxazepan-2-yl)methyl)-1,2,3-oxadiazol-3-ium-5-yl)((3-(2-phenylacetamido)-5-(trifluoromethyl)phenyl)carbamoyl)amide